2-cyclopentyl-N-((4R,5S,7R,8R,9S,10R)-8,10-dihydroxy-7-(hydroxymethyl)-9-(4-(3,4,5-trifluorophenyl)-1H-1,2,3-triazol-1-yl)-1,6-dioxaspiro[4.5]dec-4-yl)acetamide C1(CCCC1)CC(=O)N[C@@H]1CCO[C@]12O[C@@H]([C@@H]([C@@H]([C@H]2O)N2N=NC(=C2)C2=CC(=C(C(=C2)F)F)F)O)CO